methyloxazolidine-2-one CN1C(OCC1)=O